(6R)-5-Acetamido-3,5-dideoxy-6-[(1R,2R)-1,2,3-trihydroxypropyl]-β-L-threo-hex-2-ulopyranonosyl-(2->6)-β-D-galactopyranosyl-(1->4)-D-glucopyranose C(C)(=O)N[C@@H]1[C@H](C[C@](C(=O)O)(O[C@H]1[C@@H]([C@@H](CO)O)O)OC[C@@H]1[C@@H]([C@@H]([C@H]([C@@H](O1)O[C@H]1[C@@H]([C@H](C(O)O[C@@H]1CO)O)O)O)O)O)O